2-((2-(1-(adamantan-1-ylmethyl)-5-methyl-1H-pyrazol-4-yl)-3-(methoxycarbonyl)-6-methylpyrazolo[5,1-b]thiazol-7-yl)amino)benzoic acid C12(CC3CC(CC(C1)C3)C2)CN2N=CC(=C2C)C2=C(N3C(S2)=C(C(=N3)C)NC3=C(C(=O)O)C=CC=C3)C(=O)OC